C(=O)(OC)CCS[SiH2]C1=CC=CC=C1 2-(carbomethoxy)ethylsulfanylphenylsilane